IC1=CC=C(C=C1)S(=O)(=O)/C=C/C(=O)C1=CC=CC=C1 (E)-3-(4-iodobenzenesulfonyl)-1-phenyl-2-propen-1-one